COC(C1=CC(=C(C=C1)N)NC[C@@H]1OCCC1)=O (R)-4-amino-3-(((tetrahydrofuran-2-yl)methyl)amino)benzoic acid methyl ester